N1N=CC(=C1)C(=O)O.FC(C1=CC=C(CN2N=CC(=C2)C(=O)OCC)C=C1)(F)F ethyl 1-(4-(trifluoromethyl)benzyl)-1H-pyrazole-4-carboxylate 1H-pyrazole-4-carboxylate